C(C)(C)(C)OC(=O)N1CCC2(CCN(CC2)CC(=O)O)CC1 2-(9-(tert-Butoxycarbonyl)-3,9-diazaspiro[5.5]undec-3-yl)acetic acid